6-(4-(3-chloro-4-fluoro-phenyl)-1-(3-fluoropropyl)-1H-imidazol-5-yl)imidazo[1,2-a]pyridine ClC=1C=C(C=CC1F)C=1N=CN(C1C=1C=CC=2N(C1)C=CN2)CCCF